P(=O)OCC 1-phosphorosooxyethane